CC(C)(COP(=O)(O)OP(=O)(O)OC[C@@H]1[C@H]([C@H]([C@@H](O1)N2C=NC3=C(N=CN=C32)N)O)OP(=O)(O)O)[C@H](C(=O)NCCC(=O)NCCSC(=O)CC(=O)CCCCC(=O)O)O The molecule is an acyl-CoA resulting from the formal condensation of the thiol group of coenzyme A with the 1-carboxy group of 3-oxooctanedioic acid. It is a conjugate acid of a 3-oxooctanedioyl-CoA(5-).